ClC=1C=CC(=C(C1)C1=CC=C(N=N1)OCCN1CCCC1)F 6-(5-chloro-2-fluorophenyl)-3-[2-(pyrrolidin-1-yl)ethoxy]pyridazin